methyl (2R,5S)-5-(4-chlorobenzyl)-4-(4-(1,5-dimethyl-1H-pyrazol-3-yl)cyclohexyl)morpholine-2-carboxylate ClC1=CC=C(C[C@H]2CO[C@H](CN2C2CCC(CC2)C2=NN(C(=C2)C)C)C(=O)OC)C=C1